tri(n-butyl)ammonium tetrakis(perfluoronaphthalenyl)borate FC1=C(C2=C(C(=C(C(=C2C(=C1F)F)F)F)F)F)[B-](C1=C(C(=C(C2=C(C(=C(C(=C12)F)F)F)F)F)F)F)(C1=C(C(=C(C2=C(C(=C(C(=C12)F)F)F)F)F)F)F)C1=C(C(=C(C2=C(C(=C(C(=C12)F)F)F)F)F)F)F.C(CCC)[NH+](CCCC)CCCC